N-cyclopropyl-2-(difluoromethoxy)-4-[7-(1-formylcyclopropyl)imidazo[1,2-a]pyridin-3-yl]-6-methoxy-benzamide C1(CC1)NC(C1=C(C=C(C=C1OC)C1=CN=C2N1C=CC(=C2)C2(CC2)C=O)OC(F)F)=O